C(#N)C=1C=NN2C1C(=CC(=C2)C=2C=NN(C2C)C2CCN(CC2)C(=O)OC(C)(C)C)O tert-Butyl 4-(4-[3-cyano-4-hydroxypyrazolo[1,5-a]pyridin-6-yl]-5-methylpyrazol-1-yl)piperidine-1-carboxylate